C1(CC1)C1=NOC(=N1)C1=C(SC(=C1C)C)N.[N] nitrogen 3-(3-cyclopropyl-1,2,4-oxadiazol-5-yl)-4,5-dimethylthiophen-2-amine